C(C)(=O)OC1=C(N)C=C(C=C1)Cl 2-acetoxy-5-chloro-aniline